N-(2-(2-methoxyethoxy)-4-(trifluoromethyl)phenyl)-2-Methylpropionamide COCCOC1=C(C=CC(=C1)C(F)(F)F)NC(C(C)C)=O